BrC=1C=C(C=CC1)C1(CC1)C(=O)O 1-(3-bromophenyl)cyclopropane-1-carboxylic acid